4-(4-(2-(azetidin-1-yl)-2-oxoethyl)phenyl)-1H-pyrrolo[2,3-b]pyridin N1(CCC1)C(CC1=CC=C(C=C1)C1=C2C(=NC=C1)NC=C2)=O